1,1,1,3,3,3-Hexafluoropropan-2-yl 4-(4-chloro-2-(1-oxo-2,8-diazaspiro[4.5]decan-8-yl)benzyl)piperazine-1-carboxylate ClC1=CC(=C(CN2CCN(CC2)C(=O)OC(C(F)(F)F)C(F)(F)F)C=C1)N1CCC2(CCNC2=O)CC1